7-((2R,4S)-2-(1-cyclopropyl-1H-pyrazol-4-yl)tetrahydro-2H-pyran-4-yl)-9-(2,4-difluorophenyl)-3-fluoro-2-methyl-4H-pyrazino[1,2-a]pyrimidin-4-one C1(CC1)N1N=CC(=C1)[C@@H]1OCC[C@@H](C1)C=1N=C(C=2N(C(C(=C(N2)C)F)=O)C1)C1=C(C=C(C=C1)F)F